octanesulfonic acid anion C(CCCCCCC)S(=O)(=O)[O-]